O1C(CC1)=O oxetaneOne